CN1CCC(CC1)C1=NNC2=CC=C(C=C12)N (1-methyl-4-piperidinyl)indazol-5-amine